N1CC(C1)CC(=O)N[C@H]1CC=C(CC1)C=1C=NC2=CC=C(C=C2C1)C=1N=CNC1C1=NC(=CC=C1)C |r| 2-(azetidin-3-yl)-N-[rac-(1R)-4-[6-[5-(6-methyl-2-pyridyl)-1H-imidazol-4-yl]-3-quinolyl]cyclohex-3-en-1-yl]acetamide